FC=1C=C(N)C=CC1OC1=CN(C2=NC=C(C=C21)F)S(=O)(=O)C2=CC=C(C=C2)C 3-fluoro-4-[5-fluoro-1-(p-tolylsulfonyl)pyrrolo[2,3-b]pyridin-3-yl]oxy-aniline